Cl.CNC1CCOCC1 methyl-(tetrahydro-pyran-4-yl)-amine hydrochloride